Methyl 3-[[(1R)-1-(3-bromo-5-methylphenyl)ethyl]amino]-6-chloropyridine-2-carboxylate BrC=1C=C(C=C(C1)C)[C@@H](C)NC=1C(=NC(=CC1)Cl)C(=O)OC